CN1N=C(C(=C1)C1=C2CCNC(C2=CC(=C1)C(=O)[O-])=O)C(F)(F)F 5-(1-methyl-3-(trifluoromethyl)-1H-pyrazol-4-yl)-1-oxo-1,2,3,4-tetrahydroisoquinoline-7-carboxylate